[PH+]1(C=CC=C1)CC(=O)O phospholioacetic acid